FC(C(=O)N[C@@H](CC(C)C)C(=O)N1[C@@H]([C@H]2C([C@H]2C1)(C)C)C(=O)O)F (1R,2S,5S)-3-((2,2-difluoroacetyl)-L-leucyl)-6,6-dimethyl-3-azabicyclo[3.1.0]hexane-2-carboxylic acid